ClC1=CC=C(C=C1)C1OC(=C(C1=O)OS(=O)(=O)CC1=CC=CC2=CC=CC=C12)N 2-(4-chlorophenyl)-4-[[1-naphthylmethylsulfonyl]oxy]-5-amino-3(2H)-furanone